COC=1C=C2C=CC(=CC2=CC1)C1=NC=CC2=CC=CC=C12 1-(6-methoxynaphthalene-2-yl)isoquinoline